OC(C(=O)O)(C)C1=CC=C(C=C1)OC 2-hydroxy-2-(4-methoxyphenyl)-propionic acid